FC(C(=O)O)(F)F.FC1=C(C=C(C=C1)NC(C=C)=O)NC1=NC(=NC=C1C1=CC=C(C=C1)CC(F)(F)F)NC=1C=NN(C1)C N-(4-fluoro-3-((2-((1-methyl-1H-pyrazol-4-yl)amino)-5-(4-(2,2,2-trifluoroethyl)phenyl)pyrimidin-4-yl)amino)phenyl)acrylamide trifluoroacetate